2-(2-fluorophenyl)pyrrole-1-carboxylic acid tert-butyl ester C(C)(C)(C)OC(=O)N1C(=CC=C1)C1=C(C=CC=C1)F